(3,3-difluoro-1-methyl-cyclobutyl)amine hydrochloride Cl.FC1(CC(C1)(C)N)F